dioctyl furandicarboxylate O1C(=C(C=C1)C(=O)OCCCCCCCC)C(=O)OCCCCCCCC